ClC=1C=C(C=CC1Cl)N(C)C[C@H]1N=C(OC1)N (R)-4-{[(3,4-dichloro-phenyl)-methyl-amino]-methyl}-4,5-dihydro-oxazol-2-ylamine